2-(4-(6-(4-Cyano-2-fluorobenzyloxy)pyridin-2-yl)-2,5-difluorobenzyl)-1-((tetrahydrofuran-2-yl)methyl)-1H-benzo[d]imidazol C(#N)C1=CC(=C(COC2=CC=CC(=N2)C2=CC(=C(CC3=NC4=C(N3CC3OCCC3)C=CC=C4)C=C2F)F)C=C1)F